methyl 3-(3-aminothioformylphenyl)-1-(3,3-difluoropropyl)-1H-indole-6-carboxylate NC(=S)C=1C=C(C=CC1)C1=CN(C2=CC(=CC=C12)C(=O)OC)CCC(F)F